CN1N=CC=C1NC1=C(C=CC(=C1)C(F)(F)F)C1(CC1)C(=O)O 1-(2-((1-Methyl-1H-pyrazol-5-yl)amino)-4-(trifluoromethyl)phenyl)cyclopropane-1-carboxylic acid